7-methoxy-N-[2-(7-methoxy-1-naphthyl)ethyl]-1-naphthylethylamine COC1=CC=C2C=CC=C(C2=C1)CCNCCC1=CC=CC2=CC=C(C=C12)OC